CN1C(C=NC=2C(=CC=CC12)S(=O)(=O)Cl)=O 1-methyl-2-oxo-1,2-dihydroquinoxaline-5-sulfonyl chloride